C(C)(C)(C)OC(=O)N1C[C@H](N(CC1)CC1CC1)C (R)-3-methyl-4-(cyclopropylmethyl)piperazine-1-carboxylic acid tert-butyl ester